C(C1=CC=CC=C1)OC1=C(N(C=C(C1=O)C(NCC1=C(C=C(C=C1)F)F)=O)NC(=O)OC(C)(C)C)C(=O)OC methyl 3-benzyloxy-1-(tert-butoxycarbonylamino)-5-[(2,4-difluorophenyl)methylcarbamoyl]-4-oxo-pyridine-2-carboxylate